N-(2-((5-chloro-2-((4-(4-(4-cyclopropylpiperazin-1-yl)piperidin-1-yl)-2-methoxy-5-methylphenyl)amino)pyrimidin-4-yl)amino)-4-(trifluoromethyl)phenyl)methanesulfonamide ClC=1C(=NC(=NC1)NC1=C(C=C(C(=C1)C)N1CCC(CC1)N1CCN(CC1)C1CC1)OC)NC1=C(C=CC(=C1)C(F)(F)F)NS(=O)(=O)C